1-[3-(tetrahydro-2H-pyran-4-ylmethoxy)pyridin-4-yl]methanamine O1CCC(CC1)COC=1C=NC=CC1CN